(6E)-7,11-dimethyl-3-methylenedodeca-1,6,10-triene C\C(=C/CCC(C=C)=C)\CCC=C(C)C